ClC=1C(=CC(=NC1)NC(C)(C)[2H])C=1C=C(NC1)C(=O)NC(CO)C1=CC(=CC=C1)Cl 4-(5-Chloro-2-((propan-2-yl-2-d1)amino)pyridin-4-yl)-N-(1-(3-chlorophenyl)-2-hydroxyethyl)-1H-pyrrole-2-carboxamide